CC1=CC=C(C=N1)C1=NN=C(S1)C=1C=CC(N(C1)CC=1C=CC(=NC1)C#N)=O 5-((5-(5-(6-methylpyridin-3-yl)-1,3,4-thiadiazol-2-yl)-2-oxopyridin-1(2H)-yl)methyl)picolinonitrile